COC1=CC=C(C=C1)SC1=CC=C(C=C1)OC bis-[4-methoxyphenyl] sulfide